N[C@H](C(=O)OC)CC1=CC=C(C=C1)C1=C(C(=NC=C1)C)C Methyl (S)-2-amino-3-[4-(2,3-dimethylpyridin-4-yl)-phenyl]-propionate